3-(5-(((1S,2S)-2-(3-(2-methoxyphenoxy)azetidin-1-yl)cyclopentyl)oxy)-1-oxoisoindolin-2-yl)piperidine-2,6-dione COC1=C(OC2CN(C2)[C@@H]2[C@H](CCC2)OC=2C=C3CN(C(C3=CC2)=O)C2C(NC(CC2)=O)=O)C=CC=C1